C(OCCN(CCNC(=O)OC(C)(C)C)CCNC(=O)OC(C)(C)C)(OC1=CC=C(C=C1)[N+](=O)[O-])=O 2-[bis[2-(tert-butoxycarbonylamino)ethyl]amino]ethyl (4-nitrophenyl) carbonate